C(C=C)(=O)N1[C@@H](C[C@H](CC1)N1C=NC=2C(=NC=3C(=C(C(=CC3C21)Cl)C2=CN=C(C1=CC=CC=C21)C)F)N2CC(C2)N(C)C)CC#N 2-((2S,4S)-1-acryloyl-4-(8-chloro-4-(3-(dimethylamino)azetidin-1-yl)-6-fluoro-7-(1-methylisoquinolin-4-yl)-1H-imidazo[4,5-c]quinolin-1-yl)piperidin-2-yl)acetonitrile